C(C)NC(CCC\C=C/C[C@@H]1[C@H]([C@@H](C[C@@H]1O)O)/C=C/[C@H](CCC1=CC=CC=C1)OC(CCCCC)=O)=O hexanoic acid (1s,2e)-3-[(1r,2r,3s,5r)-2-[(2Z)-7-(ethylamino)-7-oxo-2-hepten-1-yl]-3,5-dihydroxycyclopentyl]-1-(2-phenylethyl)-2-propen-1-yl ester